C(C)(=O)OC[C@H]1O[C@H]([C@@H](C1)OC(C)=O)N1C2=NC(=NC=C2N(C1=O)CCCC)N ((2S,4R,5R)-4-acetoxy-5-(2-amino-7-butyl-8-oxo-7,8-dihydro-9H-purin-9-yl) tetrahydrofuran-2-yl)methyl acetate